C(CCCCCCCCCCCCCCCCC(=O)N)CCCCCCCCCCCCCCCC(=O)N ethylenebis(palmitoamide)